7-((tert-butoxycarbonyl)amino)-2-iodo-6-methylpyrazolo[5,1-b]thiazole-3-carboxylic acid methyl ester COC(=O)C=1N2C(SC1I)=C(C(=N2)C)NC(=O)OC(C)(C)C